4-tert-butyl 2-ethyl 2-methylmorpholine-2,4-dicarboxylate CC1(CN(CCO1)C(=O)OC(C)(C)C)C(=O)OCC